7-formyl-3,3-dimethyl-2H-furo[3,2-b]pyridine-5-carboxylic acid methyl ester COC(=O)C1=CC(=C2C(=N1)C(CO2)(C)C)C=O